17,20-Dihydroxy-tetracos-22-enoic acid OC(CCCCCCCCCCCCCCCC(=O)O)CCC(CC=CC)O